6'-(2-acetamidoethoxy)-4-(3-chloroanilino)-2'-[(2R)-2-methyl-3-{[(5R)-5-methyl-5,6,7,8-tetrahydroquinolin-4-yl]oxy}propyl]-2',3'-dihydrospiro[cyclohexane-1,1'-indene]-4-carboxylic acid C(C)(=O)NCCOC1=CC=C2CC(C3(C2=C1)CCC(CC3)(C(=O)O)NC3=CC(=CC=C3)Cl)C[C@H](COC3=CC=NC=1CCC[C@H](C31)C)C